FC(C(=O)O)COC[C@H](C)NC=1C=NN(C(C1C(F)(F)F)=O)CC1=CC=C(C=C1)OC 2-fluoro-3-((S)-2-((1-(4-methoxybenzyl)-6-oxo-5-(trifluoromethyl)-1,6-dihydropyridazin-4-yl)amino)propoxy)propanoic acid